NC1=NC=NN2C1=C(C(=C2[C@@H](CC)C=2C=NN(C2)C(C)C)C#N)C=2C=NC(=NC2)C(F)(F)F 4-amino-7-{(1S)-1-[1-(prop-2-yl)-1H-pyrazol-4-yl]propyl}-5-[2-(trifluoromethyl)pyrimidin-5-yl]pyrrolo[2,1-f][1,2,4]triazine-6-carbonitrile